4-cyclopropyl-1-[3-(4,4,5,5-tetramethyl-1,3,2-dioxaborolan-2-yl)phenyl]imidazole C1(CC1)C=1N=CN(C1)C1=CC(=CC=C1)B1OC(C(O1)(C)C)(C)C